C1(=CC=C2C=CC3=CC=CC4=CC=C1C2=C34)C3=CC=4C2(C1=CC(=CC=C1C4C=C3)C3=CC=C4C=CC1=CC=CC5=CC=C3C4=C15)C1=CC=CC=C1C=1C=CC=CC12 2,7-bis(1-pyrenyl)-9,9'-spirobi[9H-fluorene]